CNC(C#N)CC (methylamino)butanenitrile